C(C=C)(=O)C=1C(=C(C=CC1)S(=O)(=O)O)CN acryloyl-aminomethyl-benzenesulfonic acid